NCCC=C(C(=O)OC(C)(C)C)C tertbutyl aminoethylmethacrylate